3-((3,4-dimethoxyphenethyl)imino)-2-phenylpropenoic acid tert-butyl ester C(C)(C)(C)OC(C(=C=NCCC1=CC(=C(C=C1)OC)OC)C1=CC=CC=C1)=O